N,N-bis(4-cyclohexylphenyl)-9,9-bis(4-tert-butylphenyl)-9H-fluoren-2-amine C1(CCCCC1)C1=CC=C(C=C1)N(C1=CC=2C(C3=CC=CC=C3C2C=C1)(C1=CC=C(C=C1)C(C)(C)C)C1=CC=C(C=C1)C(C)(C)C)C1=CC=C(C=C1)C1CCCCC1